ethyl 3,4-dihydro-1H-spiro[naphthalene-2,2'-[1,3]dioxolane]-7-carboxylate O1C2(OCC1)CC1=CC(=CC=C1CC2)C(=O)OCC